1-hexyl-1-methylpyrrolidinium C(CCCCC)[N+]1(CCCC1)C